FC=1C=C(C=CC1)[C@@H]([C@H]1N([C@H](CC1)CCC)C(=O)OCC1=CC=CC=C1)O Benzyl (2S,5S)-2-((S)-(3-fluorophenyl)(hydroxy)methyl)-5-propyl-pyrrolidine-1-carboxylate